COC1=CC=C(C=C1)N[C@@H](C)C(=O)O N-4-methoxyphenylalanine